ethyl 2-({6-[(1,3-benzothiazol-2-yl) amino]-5-methylpyridazin-3-yl} (methyl) amino)-5-[(3S)-3-phenoxypyrrolidin-1-yl]-1,3-thiazole-4-carboxylate S1C(=NC2=C1C=CC=C2)NC2=C(C=C(N=N2)N(C=2SC(=C(N2)C(=O)OCC)N2C[C@H](CC2)OC2=CC=CC=C2)C)C